O=C1C(=C(C=NN1)N1CC2=CC=CC(=C2C1)OCCOC1=CC=C(C(=O)O)C=C1)C(F)(F)F 4-[2-([2-[6-oxo-5-(trifluoromethyl)-1,6-dihydropyridazin-4-yl]-2,3-dihydro-1H-isoindol-4-yl]oxy)ethoxy]benzoic acid